CC1(OCCO1)CCCCO[C@H]1CN(CC1)C(=O)OC(C)(C)C tert-butyl (R)-3-(4-(2-methyl-1,3-dioxolan-2-yl)butoxy)pyrrolidine-1-carboxylate